2-[5-(3-cyclopropoxy-cyclobutyl)-1,3,4-oxadiazol-2-yl]Piperidine-1-carboxylic acid tert-butyl ester C(C)(C)(C)OC(=O)N1C(CCCC1)C=1OC(=NN1)C1CC(C1)OC1CC1